CC1=CC(=CC2=C1N=C(S2)NC([O-])=O)C(F)(F)F (4-(methyl)-6-(trifluoromethyl)benzo[d]thiazol-2-yl)carbamate